C(=C)C1=CC=C(C2=CC=CC=C12)C(=O)O 4-Vinyl-1-naphthoic acid